(E)-2-(3-(2-(4'-methylsulfanyl-2-methylbiphenyl-3-yl)vinyl)-4-methylbenzylamino)-3-hydroxy-2-methylpropanoic acid CSC1=CC=C(C=C1)C1=C(C(=CC=C1)/C=C/C=1C=C(CNC(C(=O)O)(CO)C)C=CC1C)C